N(=[N+]=[N-])C\C=C/CCC(C)=O (Z)-7-azidohept-5-en-2-one